2-Cyclopentyl-N-(5-morpholin-4-yl-3-trifluoromethyl-biphenyl-2-yl)-acetamide C1(CCCC1)CC(=O)NC1=C(C=C(C=C1C(F)(F)F)N1CCOCC1)C1=CC=CC=C1